(1R,3S,5R)-2-(2-(3-acetyl-5-(2-methylpyrimidin-5-yl)-1H-indazol-1-yl)acetyl)-5-methyl-N-(6-(trifluoromethyl)pyridin-2-yl)-2-azabicyclo[3.1.0]hexane-3-carboxamide C(C)(=O)C1=NN(C2=CC=C(C=C12)C=1C=NC(=NC1)C)CC(=O)N1[C@@H]2C[C@@]2(C[C@H]1C(=O)NC1=NC(=CC=C1)C(F)(F)F)C